OC1=CC=C(C=C1)C(C)=C1CC=C(C=C1)C(C)(C1=CC=C(C=C1)O)C1=CC=C(C=C1)O 4,4'-[1-[4-[1-(4-hydroxyphenyl)-1-ethylidene]phenyl]ethylidene]bisphenol